5-methoxy-3-[1-[2-[1-(3-isobutoxyphenyl)-1H-pyrazol-4-yl]ethyl]-4-piperidinyl]-1H-indole maleate C(\C=C/C(=O)O)(=O)O.COC=1C=C2C(=CNC2=CC1)C1CCN(CC1)CCC=1C=NN(C1)C1=CC(=CC=C1)OCC(C)C